C(C)(C)(C)OC(NCCC1CN(C(O1)=O)C=1C=CC2=C(NC(CO2)=O)C1)=O.C(C)C=1N=C2N(C=C(C=N2)C(F)(F)F)C1C=O (2-ethyl-6-(trifluoromethyl)imidazo[1,2-a]pyrimidin-3-yl)methanone tert-Butyl-N-[2-[2-oxo-3-(3-oxo-4H-1,4-benzoxazin-6-yl)-1,3-oxazolidin-5-yl]ethyl]carbamate